BrC=1N=C(N(N1)C1OCCCC1)C(CC(C1=CC=C(C=C1)F)O[Si](C)(C)C(C)(C)C)O 1-(5-bromo-2-tetrahydropyran-2-yl-1,2,4-triazol-3-yl)-3-[tert-butyl-(dimethyl)silyl]oxy-3-(4-fluorophenyl)propan-1-ol